(2S,4R)-N-[(S)-(5-cyclopropyl-6-fluoropyridin-2-yl)(phenyl)methyl]-1-{2-[4-(difluoromethyl)-1-methyl-1H-pyrazol-5-yl]acetyl}-4-fluoropyrrolidine-2-carboxamide C1(CC1)C=1C=CC(=NC1F)[C@@H](NC(=O)[C@H]1N(C[C@@H](C1)F)C(CC1=C(C=NN1C)C(F)F)=O)C1=CC=CC=C1